BrC=1C=C2C(=CC=NC2=CC1)C1=CC=CC=C1 6-bromo-4-phenylquinolin